N-(5-fluoro-2-nitrophenyl)-2-(tert-butyldiphenylsilyloxy)ethylamine FC=1C=CC(=C(C1)NCCO[Si](C1=CC=CC=C1)(C1=CC=CC=C1)C(C)(C)C)[N+](=O)[O-]